1-Undecyl-3-ethylpyrrolidinium fluorid [F-].C(CCCCCCCCCC)[NH+]1CC(CC1)CC